FC=1C=NN(C1)C1=CC=C(C=N1)[C@H](C)N(C1=CC=C(C=N1)C=1C=2N(C=C(C1)OC)N=CC2C#N)C (S)-4-(6-((1-(6-(4-fluoro-1H-pyrazol-1-yl)pyridin-3-yl)ethyl)(methyl)amino)pyridine-3-yl)-6-methoxypyrazolo[1,5-a]pyridine-3-carbonitrile